O1CCN(CC1)NC1=NC=CC(=N1)N N2-morpholinopyrimidine-2,4-diamine